biphenanthrol C1=CC=C2C(=C1)C=CC3=C2C=CC=C3C4=C(C=CC5=C4C=CC6=CC=CC=C65)O